(propane-1,3-diylbis(ethylazanediyl))bis(heptane-7,1-diyl) bis(2-hexyldecanoate) C(CCCCC)C(C(=O)OCCCCCCCN(CCCN(CC)CCCCCCCOC(C(CCCCCCCC)CCCCCC)=O)CC)CCCCCCCC